2-chloro-5-((1-methylpiperidin-4-yl)methoxy)pyrazine ClC1=NC=C(N=C1)OCC1CCN(CC1)C